C(CCC)OC1=NN2C(C(=N1)N)=NC=C2CC2=CC(=C(C=C2)N2CCNCC2)OC(C)C 2-butoxy-7-(3-isopropoxy-4-(piperazin-1-yl)benzyl)imidazo[2,1-f][1,2,4]triazin-4-amine